(S)-methyl 4-((S)-N-(bis(benzyloxy)phosphoryl)-4,4,4-trifluorobutylsulfonimidoyl)-2-((tert-butoxycarbonyl)amino)butanoate C(C1=CC=CC=C1)OP(=O)(OCC1=CC=CC=C1)N=[S@](=O)(CCCC(F)(F)F)CC[C@@H](C(=O)OC)NC(=O)OC(C)(C)C